ClC=1C(N(C(=C(C1)N1N=CC(=C1)Cl)C1=C(C=C(C=C1F)OCC#C)F)CC)=O 3-chloro-5-(4-chloro-1H-pyrazol-1-yl)-6-(2,6-difluoro-4-(propargyloxy)phenyl)-1-ethylpyridin-2(1H)-one